S(=O)(OCC1OS(OC1)=O)OCC1OS(OC1)=O bis((2-oxo-1,3,2-dioxathiolan-4-yl) methyl) sulfite